COC(C(C(=O)OC)C(NC1=CC=C(C=C1)S(NC1=NSC(=C1)C)(=O)=O)C1CCCCC1)=O 2-(cyclohexyl-((4-(N-(5-methylisothiazol-3-yl)sulfamoyl)phenyl)amino)methyl)malonic acid dimethyl ester